((2R,3R,4S,5R)-4-acetoxy-5-(2-amino-7-(3-chlorobenzyl)-8-oxo-7,8-dihydro-9H-purin-9-yl)-3-fluorotetrahydrofuran-2-yl)methylacetat C(C)(=O)O[C@@H]1[C@@H]([C@H](O[C@H]1N1C2=NC(=NC=C2N(C1=O)CC1=CC(=CC=C1)Cl)N)COC(C)=O)F